tetramethyl-2-(4-(tetrahydro-2H-pyran-4-yl)phenyl)-1,3,2-dioxaborolane CC1(C(OB(O1)C1=CC=C(C=C1)C1CCOCC1)(C)C)C